C[C@@H]1NC2=CC=C3C(=C2CC1)N=C(N3CCNCC(N3CCCC3)=O)CCN3N=CC=C3 (7S)-7-Methyl-3-(2-{[2-oxo-2-(pyrrolidin-1-yl)ethyl]amino}ethyl)-2-[2-(1H-pyrazol-1-yl)ethyl]-3H,6H,7H,8H,9H-imidazo[4,5-f]chinolin